3-((S)-3-((R)-8-(3-(1-ethyl-1H-pyrazol-4-yl)phenylsulfonyl)-1-oxa-8-azaspiro[4.5]decan-3-ylamino)-2-hydroxypropoxy)-N-methylbenzenesulfonamide C(C)N1N=CC(=C1)C=1C=C(C=CC1)S(=O)(=O)N1CCC2(C[C@H](CO2)NC[C@@H](COC=2C=C(C=CC2)S(=O)(=O)NC)O)CC1